BrC1=C(C(=CC=C1)C)N1C2=CC=CC=C2C=2C=CC(=CC12)Cl 9-(2-bromo-6-methylphenyl)-2-chloro-9H-carbazole